3-methyl-6-(pyrimidine-5-yl)pyridineformic acid CC=1C(=NC(=CC1)C=1C=NC=NC1)C(=O)O